C(C)C1=C(C=C(C(=C1)O)F)C1=CC=C2C(=NNC2=C1)C=1NC=C(N1)CC1N(CCN(C1)C)C(=O)N ((2-(6-(2-ethyl-5-fluoro-4-hydroxyphenyl)-1H-indazol-3-yl)-1H-imidazol-4-yl)methyl)-4-methylpiperazine-1-carboxamide